Ethyl 6-methyl-2-[5-(trifluoromethyl)pyridin-3-yl]imidazo[1,2-b]pyridazine-3-carboxylate CC=1C=CC=2N(N1)C(=C(N2)C=2C=NC=C(C2)C(F)(F)F)C(=O)OCC